bis-(2-methyl-1-naphthoyl)-2-naphthylphosphine oxide CC1=C(C2=CC=CC=C2C=C1)C(=O)P(C1=CC2=CC=CC=C2C=C1)(C(=O)C1=C(C=CC2=CC=CC=C12)C)=O